C(C)(C)(C)OC(NCC1(CN(CC1)C1=NC(=C(C(=C1C#N)CC)C#N)Cl)O)=O ((1-(6-chloro-3,5-dicyano-4-ethylpyridin-2-yl)-3-hydroxypyrrolidin-3-yl)methyl)carbamic acid tert-butyl ester